8,8'-(((3-(hydroxy-methyl)oxetan-3-yl)methyl)azanedi-yl)bis(N,N-didec-yloctanamide) OCC1(COC1)CN(CCCCCCCC(=O)N(CCCCCCCCCC)CCCCCCCCCC)CCCCCCCC(=O)N(CCCCCCCCCC)CCCCCCCCCC